3-(3-((((S)-pyrrolidin-2-yl)methyl)amino)phenyl)piperidine-2,6-dione N1[C@@H](CCC1)CNC=1C=C(C=CC1)C1C(NC(CC1)=O)=O